1-[4-(N-2-methoxybenzoylsulphamoyl)phenyl]-3-methylurea COC1=C(C(=O)NS(=O)(=O)C2=CC=C(C=C2)NC(=O)NC)C=CC=C1